C(C1=CC=CC=C1)OC[C@@H]1CCC(C(N1)=O)C1=CC=C(C=C1)C(F)(F)F (6S)-6-((benzyloxy)methyl)-3-(4-(trifluoromethyl)phenyl)piperidin-2-one